16-hydroxy-16-methyl-5-methylsulfonyl-2,4,6,10,21-pentazatetracyclo[15.3.1.02,10.03,8]henicosa-1(21),3(8),4,6,12,17,19-heptaen-9-one OC1(CCC=CCN2C(C=3C=NC(=NC3N2C=2C=CC=C1N2)S(=O)(=O)C)=O)C